FC1=C(C=CC(=C1)F)C#CC1=CC=C(C(=O)NC[C@H]2COCCC2)C=C1 (S)-4-((2,4-difluorophenyl)ethynyl)-N-((tetrahydro-2H-pyran-3-yl)methyl)benzamide